(2-Chlorothiazol-5-yl)methyl (2-((S)-1-(2,3-difluorobenzyl)-5-oxopyrrolidin-2-yl)acetyl)-L-valinate FC1=C(CN2[C@@H](CCC2=O)CC(=O)N[C@@H](C(C)C)C(=O)OCC2=CN=C(S2)Cl)C=CC=C1F